NC1=NN2C(N=CC=C2)=C1C(=O)NC(C)C=1C=C(C=2N(C1N1[C@H](CCCC1)C)C=NC2)Cl 2-Amino-N-{1-[8-chloro-5-[(2S)-2-methylpiperidin-1-yl]imidazo[1,5-a]pyridin-6-yl]ethyl}pyrazolo[1,5-a]pyrimidine-3-carboxamide